S1C=NC(=C1)C=1C=NN2C1CN(CC2)C(=O)OC(C)(C)C tert-butyl 3-(1,3-thiazol-4-yl)-4H,5H,6H,7H-pyrazolo[1,5-a]pyrazine-5-carboxylate